FC=1C(=C(C=C(C1)CC1=CN=CO1)C(C(=O)O)N1C[C@@H](CC1)OCCCCCC1=NC=2NCCCC2C(=C1)C)OC 2-(3-fluoro-2-methoxy-5-(oxazol-5-ylmethyl)phenyl)-2-((R)-3-((5-(4-methyl-5,6,7,8-tetrahydro-1,8-naphthyridin-2-yl)pentyl)oxy)pyrrolidin-1-yl)acetic acid